NCC1(CCN(CC1)C=1C2=C(N=C(N1)OCC13CCCN3CCC1)C(=C(N=C2)C2=CC(=CC1=CC=CC=C21)OCOC)F)O 4-(aminomethyl)-1-(8-fluoro-7-(3-(methoxymethoxy)naphthalen-1-yl)-2-((tetrahydro-1H-pyrrolizin-7a(5H)-yl)methoxy)pyrido[4,3-d]pyrimidin-4-yl)piperidin-4-ol